6-[5-(6-methyl-2-pyridyl)-1H-imidazol-4-yl]-4-pyrrolidin-2-yl-quinoline CC1=CC=CC(=N1)C1=C(N=CN1)C=1C=C2C(=CC=NC2=CC1)C1NCCC1